COC1=CC2=C(N(N=N2)C=2C=C3CCCC3=CC2)C=C1OC 5-(5,6-dimethoxy-1H-benzo[d][1,2,3]triazol-1-yl)-dihydro-1H-indene